Dimethyl methanephosphonate dimethyl-methylphosphonate tin [Sn].COP(OC)(=O)C.CP(OC)(=O)OC